zinc bis(trifluoromethanesulfonate) FC(S(=O)(=O)[O-])(F)F.FC(S(=O)(=O)[O-])(F)F.[Zn+2]